CN1C(N(CC1)C)CC 1,3-dimethyl-2-ethylimidazoline